1-(3-((4-((1-methyl-1H-indazol-7-yl)amino)pyrido-[3,4-d]pyrimidin-6-yl)oxy)-azetidin-1-yl)prop-2-en-1-one CN1N=CC2=CC=CC(=C12)NC=1C2=C(N=CN1)C=NC(=C2)OC2CN(C2)C(C=C)=O